C(#N)C1=C(C=CC(=C1)F)N1N=CC(=C1C(F)(F)F)C(=O)N 1-(2-cyano-4-fluorophenyl)-5-(trifluoromethyl)-1H-pyrazole-4-carboxamide